lithium 2-(pyridin-2-yl)-4-(1-azacarbazol-9-yl)phenolate N1=C(C=CC=C1)C1=C(C=CC(=C1)N1C2=CC=CC=C2C=2C=CC=NC12)[O-].[Li+]